pyridyl-bipyrimidinyl N1=C(C=CC=C1)C1=NC(=NC=C1)C1=NC=CC=N1